FC1=C(C(=O)C2=CNC3=NC=C(C=C32)C=3C=NC(=NC3)C(C)C)C=CC=C1NS(N(C)CCCF)(=O)=O 3-[2-fluoro-3-[[3-fluoropropyl(methyl)sulfamoyl]amino]benzoyl]-5-(2-isopropylpyrimidin-5-yl)-1H-pyrrolo[2,3-b]pyridine